CN(C)CCOCCN(C)C bis(di-methylaminoethyl)ether